N-(5-chloro-6-(2H-1,2,3-triazol-2-yl)pyridin-3-yl)-5-fluoro-1-phenyl-1H-pyrazole-4-carboxamide ClC=1C=C(C=NC1N1N=CC=N1)NC(=O)C=1C=NN(C1F)C1=CC=CC=C1